(2R,3R,4S,5S,6R)-2-((benzoyloxy)methyl)-6-(phosphonooxy)tetrahydro-2H-pyran-3,4,5-triyl tribenzoate C(C1=CC=CC=C1)(=O)O[C@@H]1[C@H](O[C@@H]([C@H]([C@H]1OC(C1=CC=CC=C1)=O)OC(C1=CC=CC=C1)=O)OP(=O)(O)O)COC(C1=CC=CC=C1)=O